α-Butylaminohexanophenone C(CCC)NC(C(=O)C1=CC=CC=C1)CCCC